FC1=C(C=CC(=C1)C1=NN(C=N1)C1=CC=C(C=C1)C(F)(F)F)NC(=O)\N=C\1/SCC(N1C1=C(C=CC(=C1)C)CC1=CC=C(C=C1)F)=O (Z)-1-(2-fluoro-4-(1-(4-(trifluoromethyl)phenyl)-1H-1,2,4-triazol-3-yl)phenyl)-3-(3-(2-(4-fluorobenzyl)-5-methylphenyl)-4-oxothiazolidin-2-ylidene)urea